benzyl (R)-1-acetyl-2-(3-((S)-2-((S)-2-(((benzyloxy)carbonyl)(methyl)amino)-3-methylbutanamido)-3-methoxy-3-oxopropyl)-5-bromophenethyl)hexahydropyridazine-3-carboxylate C(C)(=O)N1N([C@H](CCC1)C(=O)OCC1=CC=CC=C1)CCC1=CC(=CC(=C1)Br)C[C@@H](C(=O)OC)NC([C@H](C(C)C)N(C)C(=O)OCC1=CC=CC=C1)=O